ClC=1C=C(SC1N1N=CC=N1)NC(=O)C=1C=NN(C1C(F)(F)F)C1=C2C=CN=C(C2=CC=C1)OC N-(4-chloro-5-(2H-1,2,3-triazol-2-yl)thiophen-2-yl)-1-(1-methoxyisoquinolin-5-yl)-5-(trifluoromethyl)-1H-pyrazole-4-carboxamide